4-methylthiazol-2-amine CC=1N=C(SC1)N